1-(2,3,4,5-tetramethoxy-6-methylphenyl)octane-1,8-diol COC1=C(C(=C(C(=C1OC)OC)OC)C)C(CCCCCCCO)O